OC1COC(=C(C1=O)OC(=O)C)C 2,3-dihydro-3-hydroxy-5-acetoxyl-6-methyl-4H-pyran-4-one